ClC1=CC=C(C=N1)CN(C=1C=COC1)CC1=C(C(=CC=C1)F)F 4-{[(6-Chloropyridin-3-yl)methyl](2,3-difluorobenzyl)amino}furan